3-(N-morpholino)propanesulfonic Acid C1COCCN1CCCS(=O)(=O)O